COC=1C(=C(C(=O)N(N)C(C)(C)C)C=CC1)C N-(3-methoxy-2-methylbenzoyl)-N-tert-butylhydrazine